C(C)(=O)ONC(CCC(C(=O)O)CC1=CC=C(C=C1)C(=O)OC(C)C)=O 5-(Acetoxyamino)-2-(4-(isopropoxycarbonyl)benzyl)-5-oxopentanoic acid